N-(2-(4,4-difluoropiperidin-1-yl)-6-methylpyrimidin-4-yl)-4-((2-hydroxyethyl)sulfonamido)-2-(6-(hydroxymethyl)-3-azabicyclo[4.1.0]heptan-3-yl)benzamide FC1(CCN(CC1)C1=NC(=CC(=N1)NC(C1=C(C=C(C=C1)NS(=O)(=O)CCO)N1CC2CC2(CC1)CO)=O)C)F